(R)-2-(3,5-dichloro-4-((4'-fluoro-6-hydroxy-[1,1'-biphenyl]-3-yl)methyl)phenoxy)propanamide ClC=1C=C(O[C@@H](C(=O)N)C)C=C(C1CC=1C=C(C(=CC1)O)C1=CC=C(C=C1)F)Cl